(2S)-N-[2-[[2-ethyl-4-[[3-[3-(trifluoromethyl)-1H-pyrazol-4-yl]imidazo[1,2-a]pyrazin-8-yl]amino]benzoyl]amino]ethyl]pyrrolidine-2-carboxamide C(C)C1=C(C(=O)NCCNC(=O)[C@H]2NCCC2)C=CC(=C1)NC=1C=2N(C=CN1)C(=CN2)C=2C(=NNC2)C(F)(F)F